O=C1NC(CCC1N1C(C2=CC=CC(=C2C1=O)NCCCNC(=O)C1CN(CC1C1=CC=C(C=C1)F)SCNCC)=O)=O N-(3-((2-(2,6-dioxopiperidin-3-yl)-1,3-dioxoisoindol-4-yl)amino)propyl)-1-(ethylaminomethylsulfanyl)-4-(4-fluorophenyl)pyrrolidine-3-carboxamide